1-(4-chlorophenyl)-N-(2-(propylsulfonyl)benzo[d]thiazol-6-yl)methanesulfonamide tert-Butyl-4-(6-(Piperidine-1-carbonyl)-2,3-dihydro-4H-thieno[3,2-b][1,4]oxazin-4-yl)benzoate C(C)(C)(C)OC(C1=CC=C(C=C1)N1C2=C(OCC1)C=C(S2)C(=O)N2CCCCC2)=O.ClC2=CC=C(C=C2)CS(=O)(=O)NC2=CC1=C(N=C(S1)S(=O)(=O)CCC)C=C2